ClC=1C(=NC=C(C1)[N+](=O)[O-])N1N=CC=C1N 1-(3-chloro-5-nitropyridin-2-yl)-1H-pyrazol-5-amine